CC1(OCC(C1)CO)C 2,2-dimethyl-1,1-dioxolane-4-methanol